N-(3-hydroxyphenyl)-N-methylacetamide OC=1C=C(C=CC1)N(C(C)=O)C